COC(=O)C1=NC(=NC(=C1)C)C(=O)N1CCC(CC1)C1=C(C=CC=C1)C(F)(F)F.C[SiH](C1C(=C(C(=C1C)C)C)C)CCCCCC Methylhexyl-(2,3,4,5-tetramethyl-Cyclopentadienyl)Silane methyl-6-methyl-2-(4-(2-(trifluoromethyl)phenyl)piperidine-1-carbonyl)pyrimidine-4-carboxylate